4-(propane-1-yn-1-yl)-1-(1-(4-(trifluoromethoxy)phenyl)ethyl)-1H-indazole C(#CC)C1=C2C=NN(C2=CC=C1)C(C)C1=CC=C(C=C1)OC(F)(F)F